((2S,6R)-6-(2-isobutyramido-6-((4-methylbenzyl)oxy)-9H-purin-9-yl)-4-tritylmorpholin-2-yl)methyl (R)-dimethylphosphoramidochloridate CN([P@](OC[C@@H]1CN(C[C@@H](O1)N1C2=NC(=NC(=C2N=C1)OCC1=CC=C(C=C1)C)NC(C(C)C)=O)C(C1=CC=CC=C1)(C1=CC=CC=C1)C1=CC=CC=C1)(=O)Cl)C